[Y].[Ce] cerium-yttrium